tert-Butyl 3-(5-(3'-methyl-2'-oxo-2',3'-dihydrospiro[cyclobutane-1,1'-pyrrolo[2,3-c]quinolin]-8'-yl)-3-nitropyridin-2-yl)-3,6-diazabicyclo[3.1.1]heptane-6-carboxylate CN1C(C2(C3=C1C=NC=1C=CC(=CC31)C=3C=C(C(=NC3)N3CC1N(C(C3)C1)C(=O)OC(C)(C)C)[N+](=O)[O-])CCC2)=O